(R)-decyl ((7-methyl-5-(3-(4-(1-methylpiperidin-4-yl)piperazin-1-yl)-3-oxo-2-(4-(2-oxo-1,2-dihydroquinolin-3-yl)piperidine-1-carboxamido)propyl)-2H-indazol-2-yl)methyl) carbonate C(OCCCCCCCCCC)(OCN1N=C2C(=CC(=CC2=C1)C[C@H](C(=O)N1CCN(CC1)C1CCN(CC1)C)NC(=O)N1CCC(CC1)C=1C(NC2=CC=CC=C2C1)=O)C)=O